C(C)(C)(C)OC(=O)N1C(CNCC1)C(C)(C)C1CCN(CC1)C(=O)OCC1=CC=CC=C1 [1-(1-benzyloxycarbonyl-4-piperidinyl)-1-methyl-ethyl]piperazine-1-carboxylic acid tert-butyl ester